BrC=1C(=NC=NC1C)Cl 5-bromo-4-chloro-6-methylpyrimidine